C1C2(C(O1)CCC1C2CC2CCC=C(C(C1)CC(=O)[O-])C2)CC(=O)[O-] 3,4,4a,5,6,9,10,11,12,12a-decahydro-1H-7,11-methanocyclodeca[3,4]benzo[1,2-b]oxete-6,12b(2aH)-diyldiacetate